ClC=1N=NC(=CC1C(=O)NC=1SC2=C(N1)CCC2)Cl 3,6-dichloro-N-(5,6-dihydro-4H-cyclopenta[d][1,3]thiazol-2-yl)pyridazine-4-carboxamide